CC1=NC2=CC=C(C=C2C(=C1)C(=O)O)C 2,6-dimethylquinoline-4-carboxylic acid